2-[(2-hydroxy-1,1-dimethyl-ethyl)amino]Pyrimidine-5-carboxylic acid ethyl ester C(C)OC(=O)C=1C=NC(=NC1)NC(CO)(C)C